OC1CCN(CC1)C1=CC=C(C=N1)C(=O)NC1=NN(C(=C1)C1=NC2=C(N1)C=CC(=C2)OC(F)(F)F)CC2=CC=C(C=C2)OC 6-(4-hydroxy-1-piperidyl)-N-[1-[(4-methoxyphenyl)methyl]-5-[5-(trifluoromethoxy)-1H-benzimidazol-2-yl]pyrazol-3-yl]pyridine-3-carboxamide